3-bromo-6-cyclobutyl-2-fluoro-pyridin-4-amine BrC=1C(=NC(=CC1N)C1CCC1)F